disodium tetrafluoroterephthalate FC1=C(C(=C(C(=C1C(=O)[O-])F)F)C(=O)[O-])F.[Na+].[Na+]